8-acetyl-2-(4-methoxy-1-piperidyl)-3,6-dimethyl-quinazolin-4-one C(C)(=O)C=1C=C(C=C2C(N(C(=NC12)N1CCC(CC1)OC)C)=O)C